methyl 5-(5-chlorobenzo[d]oxazol-2-yl)-2-(7-fluoro-3,4-dihydro-benzo[b][1,4]oxazepine-5(2H)-yl)isonicotinate ClC=1C=CC2=C(N=C(O2)C2=CN=C(C=C2C(=O)OC)N2C3=C(OCCC2)C=CC(=C3)F)C1